The molecule is a member of the class of propanals that is propanal substituted by two methyl groups at position 2. It is a member of propanals and a 2-methyl-branched fatty aldehyde. CC(C)(C)C=O